2-(azetidine-3-oxy)-5-ethynylpyridine hydrochloride Cl.N1CC(C1)OC1=NC=C(C=C1)C#C